ClC1=CC=C2CCC(C(C2=C1)=O)C(C(=O)OCC)=O ethyl 2-(7-chloro-1-oxo-3,4-dihydro-2H-naphthalen-2-yl)-2-oxoacetate